C(C)(C)(C)OC(=O)N1[C@H](CN(CC1)C1=CC(=C(C=C1)[N+](=O)[O-])O)C (2S)-4-(3-hydroxy-4-nitrophenyl)-2-methylpiperazine-1-carboxylic acid tert-butyl ester